Cl.N[C@](C(=O)OC)(CO)C (S)-methyl 2-amino-3-hydroxy-2-methylpropionate hydrochloride